2-[4-[4-(2-hydroxyethoxy)-3,5-bis(naphthalen-1-yl)phenyl]sulfonyl-2,6-bis(naphthalen-1-yl)phenoxy]ethanol OCCOC1=C(C=C(C=C1C1=CC=CC2=CC=CC=C12)S(=O)(=O)C1=CC(=C(OCCO)C(=C1)C1=CC=CC2=CC=CC=C12)C1=CC=CC2=CC=CC=C12)C1=CC=CC2=CC=CC=C12